Nonan-5-ol CCCCC(CCCC)O